trans-(2SR,3SR)-4-(2-pyridyldithio)tetrahydropyran-3-ol N1=C(C=CC=C1)SS[C@@H]1[C@H](COCC1)O